4-((1-hydroxy-2-methylpropan-2-yl)sulfonyl)phenol OCC(C)(C)S(=O)(=O)C1=CC=C(C=C1)O